C(=O)(OC(C)(C)C)N1C=NC(=C1)C(=O)O 1-Boc-imidazole-4-carboxylic acid